C(=O)C1=CC=C2CCCN(C2=N1)C(=O)N 7-formyl-3,4-dihydro-1,8-naphthyridine-1(2H)-carboxamide